(E)-5-methyl-1-phenyl-2-hexen-1-ol CC(C/C=C/C(O)C1=CC=CC=C1)C